methyl 3-[4-[5-(trifluoromethyl)-1,2,4-oxadiazol-3-yl] phenyl]-4,5-dihydroisoxazole-5-carboxylate FC(C1=NC(=NO1)C1=CC=C(C=C1)C1=NOC(C1)C(=O)OC)(F)F